N-(2-(2-((6-chlorohexyl)oxy)ethoxy)ethyl)-2-diazo-3',6'-bis(3-(morpholine-4-carbonyl)azetidin-1-yl)-3-oxo-2,3-dihydrospiro[indene-1,9'-xanthene]-6-carboxamide ClCCCCCCOCCOCCNC(=O)C1=CC=C2C(C(C3(C4=CC=C(C=C4OC=4C=C(C=CC34)N3CC(C3)C(=O)N3CCOCC3)N3CC(C3)C(=O)N3CCOCC3)C2=C1)=[N+]=[N-])=O